O=C1NC(CCC1NC(C1=NC=C(C=C1)N1CCN(CC1)C1CCNCC1)=O)=O (+)-N-(2,6-Dioxopiperidin-3-yl)-5-(4-(piperidin-4-yl)piperazin-1-yl)picolinamide